N,N-diphenylbenzamide C1(=CC=CC=C1)N(C(C1=CC=CC=C1)=O)C1=CC=CC=C1